C(C1=C(C(=CC(=C1)C)N1N=C2C(=N1)C=CC=C2)O)C2=C(C(=CC(=C2)C)N2N=C1C(=N2)C=CC=C1)O 2,2'-methylene-bis[4-methyl-6-(benzotriazole-2-yl)phenol]